N1N=CC=C1C1=CC=CC=N1 6-(1H-pyrazol-5-yl)pyridin